C(C1=CC=CC=C1)C1CC(C(N1)=O)CC(C=O)NC([C@H](CC1CCCCC1)NC(OCC1=CC(=CC=C1)Cl)=O)=O 3-Chlorobenzyl ((2S)-1-((1-(5-benzyl-2-oxopyrrolidin-3-yl)-3-oxopropan-2-yl)amino)-3-cyclohexyl-1-oxopropan-2-yl)carbamate